ClC1=CC2=C(N(C([C@@H](N=C2C2=CC=CC=C2)C(C)(C)O)=O)CCC(=O)O)C=C1 (S)-3-(7-chloro-3-(2-hydroxy-prop-2-yl)-2-oxo-5-phenyl-2,3-dihydro-1H-benzo[e][1,4]diazepin-1-yl)propionic acid